2-(1-methyl-3-piperidinyl)-1-ethanol CN1CC(CCC1)CCO